(5R)-5-isopropenyl-1-cyclohexen C(=C)(C)[C@@H]1CCC=CC1